NC1=NC=C(C2=C1C(=C(N2C)C2=CC=C(C=C2)NC(C(=C)F)=O)C2=CC(=C(C(=O)NCC(F)(F)F)C=C2)OC)C#CCN2CCNCC2 4-(4-amino-2-(4-(2-fluoroacryloylamino)phenyl)-1-methyl-7-(3-(piperazin-1-yl)prop-1-yn-1-yl)-1H-pyrrolo[3,2-c]pyridin-3-yl)-2-methoxy-N-(2,2,2-trifluoroethyl)benzamide